2-[4-[(E)-3-[4-(Carboxymethoxy)phenyl]-3-oxoprop-1-enyl]phenoxy]acetic acid C(=O)(O)COC1=CC=C(C=C1)C(/C=C/C1=CC=C(OCC(=O)O)C=C1)=O